(R,E)-N-(1-(3-(cyclopropylmethoxy)phenyl)ethyl)-5-(2,4-dioxoimidazolidin-1-yl)pent-3-ene-1-sulfonamide C1(CC1)COC=1C=C(C=CC1)[C@@H](C)NS(=O)(=O)CC\C=C\CN1C(NC(C1)=O)=O